((1-ethyl-1H-imidazol-5-yl)methyl)-2-formyl-1H-benzo[d]imidazole-6-carboxylic acid methyl ester COC(=O)C=1C=CC2=C(N(C(=N2)C=O)CC2=CN=CN2CC)C1